N-(5-bromo[1,2,4]triazolo[1,5-a]pyridine-2-yl)cyclopropanecarboxamide BrC1=CC=CC=2N1N=C(N2)NC(=O)C2CC2